C(C)S(=O)(=O)C1=C(N=C2N1C=CC=N2)C=2N(C1=C(C=NC=3C(=CC=CC13)OC)N2)C 2-(3-ethylsulfonylimidazo[1,2-a]pyrimidin-2-yl)-6-methoxy-1-methyl-imidazo[4,5-c]quinoline